1,22-dibromo-11-docosene BrCCCCCCCCCCC=CCCCCCCCCCCBr